theanine arginine salt N[C@@H](CCCNC(N)=N)C(=O)O.N[C@@H](CCC(=O)NCC)C(=O)O